dioxacycloundecane-10-amine O1OCCCCCCCC(C1)N